Rac-(3s,4s)-4-hydroxy-3-methylcyclohexane-1-one O[C@@H]1[C@H](CC(CC1)=O)C |r|